NC1=C(C(N(C2=CC(=CC=C12)F)C1=C2C=CN=CC2=CC=C1)=O)C(=O)OC methyl 4-amino-1-(isoquinolin-5-yl)-7-fluoro-2-oxo-1,2-dihydroquinoline-3-carboxylate